1-Pentyl-4-butylpyridinium fluorid (1R,3S)-3-(3-{[(3-fluoro-6-methylpyridin-2-yl)acetyl]amino}-1H-pyrazol-5-yl)cyclopentyl(1-methylcyclopropyl)carbamate FC=1C(=NC(=CC1)C)CC(=O)NC1=NNC(=C1)[C@@H]1C[C@@H](CC1)N(C([O-])=O)C1(CC1)C.[F-].C(CCCC)[N+]1=CC=C(C=C1)CCCC.C(CCCC)[N+]1=CC=C(C=C1)CCCC